C1(CCCC1)N1C(CN(C=2C(N[C@](NC12)(N)NC=1C=C2C=CN(C2=CC1OC)C(C(C)(C)C)=O)=O)C)CC (R)-8-cyclopentyl-7-ethyl-2-[(6-methoxy-1-pivaloyl-indol-5-yl)amino]-5-methyl-7,8-dihydropterin